3-(1,1-difluoroethyl)-4-methyl-1-((3,3,4,4-tetrafluorocyclopentyl)methyl)-1H-pyrazole FC(C)(F)C1=NN(C=C1C)CC1CC(C(C1)(F)F)(F)F